FC1=C(C(=CC=C1)F)CN1C=NN(C1=O)C1=CC(=C(OC2=C(N=C(S2)C(=O)N)C)C=C1)F 5-[4-[4-[(2,6-difluorophenyl)methyl]-5-oxo-1,2,4-triazol-1-yl]-2-fluoro-phenoxy]-4-methyl-thiazole-2-carboxamide